OC=1C(NCC1)=O 3-Hydroxy-1,5-Dihydro-pyrrol-2-one